C(C1=CC=CC=C1)OC([C@@H](CC1=CC=C(C=C1)C#N)OC([C@H](CC(C)(C)F)N(C)C(=O)OC(C)(C)C)=O)=O (2R)-1-(benzyloxy)-3-(4-cyanophenyl)-1-oxopropan-2-yl-(2S)-2-[[(tert-butoxy) carbonyl] (methyl) amino]-4-fluoro-4-methylpentanoate